2-(5-methoxy-1H-indol-3-yl)-2-oxoacetic acid methyl ester COC(C(=O)C1=CNC2=CC=C(C=C12)OC)=O